C(C)(=O)C=1C(=NC(=CC1)NC=1C=NC(=CC1N)Br)N1N=C(C=C1C)C#N 1-[3-Acetyl-6-[(4-amino-6-bromo-3-pyridyl)amino]-2-pyridyl]-5-methyl-pyrazole-3-carbonitrile